S1C(=NC2=C1C=CC=C2)[C@H]2N(CCC1=C2N=CN1)C(=O)C=1OC(=NN1)C1=NC=CC(=C1)C(F)(F)F [(4S)-4-(1,3-benzothiazol-2-yl)-1,4,6,7-tetrahydroimidazo[4,5-c]pyridin-5-yl]-[5-[4-(trifluoromethyl)-2-pyridyl]-1,3,4-oxadiazol-2-yl]methanone